O1C(OCC1)C1CCC(CC1)C=1C=NN2C1C=CC=C2 3-(4-(1,3-dioxolan-2-yl)cyclohexyl)pyrazolo[1,5-a]pyridin